ClC1=NC(=CC(=C1)C=1C(=NN2C1N=C(C=C2)NC[C@@H](C)O)C2=C(C#N)C=CC=C2)C [3-(2-chloro-6-methyl-4-pyridinyl)-5-[[(2R)-2-hydroxypropyl]amino]pyrazolo[1,5-a]pyrimidin-2-yl]benzonitrile